(S)-4-(2-chloro-4-(2-(hydroxymethyl)pyrrolidin-1-yl)quinazolin-7-yl)-5,6-dihydropyridine-1(2H)-carboxylic acid tert-butyl ester C(C)(C)(C)OC(=O)N1CC=C(CC1)C1=CC=C2C(=NC(=NC2=C1)Cl)N1[C@@H](CCC1)CO